N[C@H]1CN(CCC1)C(=O)OC(C)(C)C tert-butyl (R)-3-aminopiperidine-1-carboxylate